N4-(2-(pyrrolidin-1-yl)ethyl)-N2-(3-(trifluoromethyl)phenethyl)quinazoline-2,4-diamine N1(CCCC1)CCNC1=NC(=NC2=CC=CC=C12)NCCC1=CC(=CC=C1)C(F)(F)F